CC1=CC=C(C=C1)S(=O)(=O)C(C(=O)O)O 2-(4-methylbenzenesulfonyl)-hydroxyacetic acid